4-(5-bromo-2-methoxyphenyl)-7-(2-methoxyethoxy)-N6-(piperidin-4-yl)quinazoline-4,6-diamine BrC=1C=CC(=C(C1)C1(NC=NC2=CC(=C(C=C12)NC1CCNCC1)OCCOC)N)OC